Tributyl-(2-methoxyethyl)phosphonium bis(trifluoromethanesulfonyl)imide [N-](S(=O)(=O)C(F)(F)F)S(=O)(=O)C(F)(F)F.C(CCC)[P+](CCOC)(CCCC)CCCC